(S)-7-(azetidin-1-ylsulfonyl)-5-bromo-2-(1-cyclopropylethyl)-7-(cyclopropylethyl)isoindolin-1-one N1(CCC1)S(=O)(=O)[C@]1(CC(=CC=2CN(C(C12)=O)C(C)C1CC1)Br)CCC1CC1